8-ethynyl-7-fluoroisoquinolin C(#C)C=1C(=CC=C2C=CN=CC12)F